BrC1=CC=C(C=C1)NS(=O)(=O)C1=CC(=CC=C1)C(=O)N1CCCC1 N-(4-bromophenyl)-3-(pyrrolidine-1-carbonyl)benzenesulfonamide